FC(C(C(C(O)(O)F)(F)F)(F)F)(CC)F Heptafluorohexanediol